(((1R,2S)-2-(hydroxymethyl)cyclobutyl)methoxy)propanoic acid tert-butyl ester C(C)(C)(C)OC(C(C)OC[C@H]1[C@H](CC1)CO)=O